(1S,3S)-3-aminocyclohexane-1-ol hydrochloride Cl.N[C@@H]1C[C@H](CCC1)O